C1CC12NCCN(C2)C2=NC=CC(=C2)C=2C(=C(C=C(C2)F)C2=CC(=C(C=C2)N2C(N(C=C2)C)=O)Cl)O 1-(3'-(2-(4,7-diazaspiro[2.5]oct-7-yl)pyridin-4-yl)-3-chloro-5'-fluoro-2'-hydroxy-[1,1'-biphenyl]-4-yl)-3-methyl-1H-imidazol-2(3H)-one